tert-butyl 3-(3-(4-((4-([1,2,4]triazolo[4,3-c]pyrimidin-7-yloxy)-3-methylphenyl) amino) quinazolin-6-yl) ureido)-5-methyl-1H-pyrazole-1-carbamate N=1N=CN2C=NC(=CC21)OC2=C(C=C(C=C2)NC2=NC=NC1=CC=C(C=C21)NC(NC2=NN(C(=C2)C)NC(=O)OC(C)(C)C)=O)C